2-chloro-N-methylbenzo[d]thiazole-6-sulfonamide ClC=1SC2=C(N1)C=CC(=C2)S(=O)(=O)NC